O=C1NC(CCC1NC=1C=CC(=NC1)C1CCN(CC1)CC(=O)OC(C)(C)C)=O tert-butyl 2-[4-[5-[(2,6-dioxo-3-piperidyl)amino]-2-pyridyl]-1-piperidyl]acetate